phenothiazin-9-one C1=CC=CC=2SC3=CC=CC(C3=NC12)=O